C(C1=CC=CC=C1)OC(=O)N[C@@H](CCCCNC(=O)OCC1=CC=CC=C1)C(=O)NCCNC(=O)OC(C)(C)C N2,N6-bis[(benzyloxy)carbonyl]-N-{2-[(tert-butoxycarbonyl)amino]ethyl}-L-lysinamide